ethyl (S)-3-(3'-chlorobiphenyl-3-yl)-3-(3-(4-hydroxy-1,5-dimethyl-2-oxo-1,2-dihydropyridin-3-yl) ureido)propanoate ClC=1C=C(C=CC1)C1=CC(=CC=C1)[C@H](CC(=O)OCC)NC(=O)NC=1C(N(C=C(C1O)C)C)=O